di-n-Butylphenylphosphine C(CCC)P(C1=CC=CC=C1)CCCC